C(C1=CC=CC=C1)OC(=O)NC1(CCC1)C1CN(CCN1)C(=O)[O-] 3-(((benzyloxycarbonyl)amino)cyclobutyl)piperazine-1-carboxylate